3-phenyl-6-{4-[4-(propan-2-yl)piperazin-1-yl]phenyl}-1,2-dihydro-quinolin-2-one C1(=CC=CC=C1)C=1C(NC2=CC=C(C=C2C1)C1=CC=C(C=C1)N1CCN(CC1)C(C)C)=O